C(#N)C=1N=C(N(C1)COCC[Si](C)(C)C)C(=O)NC=1C(=NC(=CC1)C1=CC2(C=CC(C1)(O2)C)CF)C2=CCC(CC2)(C)C 4-cyano-N-[2-(4,4-dimethylcyclohexen-1-yl)-6-[1-(fluoromethyl)-5-methyl-8-oxabicyclo[3.2.1]octa-2,6-dien-3-yl]-3-pyridyl]-1-(2-trimethylsilylethoxymethyl)imidazole-2-carboxamide